C1(CCCCC1)OC1=CC=C(C=C1)C1=NC(=NC(=C1)N1CC2=C(CCC1)C=CC=C2)N 4-(4-(Cyclohexyloxy)phenyl)-6-(1,3,4,5-tetrahydro-2H-benzo[c]azepin-2-yl)pyrimidin-2-amine